NC1=NC=CC(=C1Cl)OC1=C(C=C(C=C1)NC(=O)C=1C=NN(C1C(F)(F)F)C=1C=NN(C1)C)F N-(4-((2-amino-3-chloropyridin-4-yl)oxy)-3-fluorophenyl)-1'-methyl-5-(trifluoromethyl)-1'H-[1,4'-bipyrazole]-4-carboxamide